C(C(=C)C)(=O)OCCOC(NC(C(CCCCNC(OCCOC(C(=C)C)=O)=O)C)(C)C)=O bis(methacryloyloxyethyl)-trimethylhexamethylenedicarbamate